C[C@H]1N(CCOC1)C=1C2=C(N=C(N1)B1OC(C(O1)(C)C)(C)C)N(C=C2)S(=O)(=O)C (R)-3-methyl-4-(7-(methylsulfonyl)-2-(4,4,5,5-tetramethyl-1,3,2-dioxaborolan-2-yl)-7H-pyrrolo[2,3-d]pyrimidin-4-yl)morpholine